tert-Butyl 7-((1-((2-(trimethylsilyl)ethoxy)methyl)-3-((trimethylsilyl)ethynyl)-1H-pyrrolo[2,3-b]pyridin-4-yl)oxy)-3,4-dihydroisoquinoline-2(1H)-carboxylate C[Si](CCOCN1C=C(C=2C1=NC=CC2OC2=CC=C1CCN(CC1=C2)C(=O)OC(C)(C)C)C#C[Si](C)(C)C)(C)C